tris[(2-pyridyl)phenyl]Iridium N1=C(C=CC=C1)C1=C(C=CC=C1)[Ir](C1=C(C=CC=C1)C1=NC=CC=C1)C1=C(C=CC=C1)C1=NC=CC=C1